4-(1-benzylindolin-4-yl)-N-(2-hydroxyethyl)benzamide C(C1=CC=CC=C1)N1CCC2=C(C=CC=C12)C1=CC=C(C(=O)NCCO)C=C1